1-methoxycarbonyl-cyclopropanecarboxylic acid COC(=O)C1(CC1)C(=O)O